4-(2-fluoro-6-methoxyphenyl)-2-(6-(((1R,2R)-2-hydroxycyclopentyl)amino)pyridin-2-yl)-2,3-dihydro-1H-pyrrolo[3,4-c]pyridin-1-one FC1=C(C(=CC=C1)OC)C1=NC=CC2=C1CN(C2=O)C2=NC(=CC=C2)N[C@H]2[C@@H](CCC2)O